C(CCCCCCC)C1=C(OO)C=CC=C1 octylphenoxy alcohol